3-iodo-5-(4-(2-(piperidin-1-yl)ethoxy)phenyl)-1-p-toluenesulfonyl-1H-pyrrolo[2,3-b]pyridine IC1=CN(C2=NC=C(C=C21)C2=CC=C(C=C2)OCCN2CCCCC2)S(=O)(=O)C2=CC=C(C)C=C2